6-(2-chloro-3-cyclopropoxyphenyl)-2-(pyrimidin-2-yl)-5,6,7,8-tetrahydro-phthalazin-1(2H)-one ClC1=C(C=CC=C1OC1CC1)C1CC=2C=NN(C(C2CC1)=O)C1=NC=CC=N1